C(C)N(C(C1=C(C=CC(=C1)F)OC1=C(N=CN=N1)N1CC2(CN(C2)C(C(C)C)CCC=O)CC1)=O)C(C)C N-ethyl-5-fluoro-N-isopropyl-2-((5-(2-(2-methyl-6-oxohexan-3-yl)-2,6-diazaspiro[3.4]octan-6-yl)-1,2,4-triazin-6-yl)oxy)benzamide